C(=C)OCCCCOC(NCCCCCCNC(OCCCCOC=C)=O)=O Bis[4-(vinyloxy)butyl]-1,6-hexandiylbiscarbamat